C1(=CC=CC=C1)SCC(=O)N1CC2=C(CC1)SC(=C2)C2=NOC(=N2)C(F)(F)F 2-(phenylthio)-1-(2-(5-(trifluoromethyl)-1,2,4-oxadiazol-3-yl)-6,7-dihydrothieno[3,2-c]pyridin-5(4H)-yl)ethan-1-one